C(C)[NH-] MonoEthyl-Amide